C(C=C)(=O)OCCC(O)S(=O)(=O)O Sulfohydroxypropyl acrylate